C(C)N1C[C@@H](CCC1)NC=1N=NC(=C(N1)C)C=1C=CC2=C(CCO2)C1OCOCC[Si](C)(C)C N-[(3R)-1-ethyl-3-piperidyl]-5-methyl-6-[4-(2-trimethylsilylethoxymethoxy)-2,3-dihydrobenzofuran-5-yl]-1,2,4-triazin-3-amine